NC1=CC(=C(C(=O)OC2CCCCC2)C=C1)C=1N=NNN1 cyclohexyl 4-amino-2-(2H-tetrazol-5-yl)benzoate